2-(1-methylhydrazino)benzothiazole CN(N)C=1SC2=C(N1)C=CC=C2